N-(thiazol-5-ylmethyl)nicotinamide S1C=NC=C1CNC(C1=CN=CC=C1)=O